C(C)N1N=C(C2=C(B1O)C=NC1=C2C=CN1)C1[C@@H]2CC3CC(C[C@@H]1C3)(C2)O 3-Ethyl-1-((1R,2s,3S,5s,7s)-5-hydroxyadamantan-2-yl)-3,7-dihydro-4H-pyrrolo[3',2':5,6]pyrido-[3,4-d][1,2,3]diazaborinin-4-ol